4-(4-(6-(((1R,4R,5R,6S)-6-fluoro-2-azabicyclo[2.2.2]octan-5-yl)(methyl)amino)pyridazin-3-yl)-3-hydroxyphenyl)-1-methyl-1,3,5-triazin-2(1H)-one F[C@@H]1[C@@H]([C@H]2CN[C@@H]1CC2)N(C2=CC=C(N=N2)C2=C(C=C(C=C2)C2=NC(N(C=N2)C)=O)O)C